Cl.FC1(CCC2(CCCNC2)CC1)F 9,9-difluoro-2-azaspiro[5.5]undecane hydrochloride